CN(S(=O)(=O)N[C@@H]1[C@@H](N([C@@H](C1)C)C(=O)OC=C)COC1CCC(CC1)C1=C(C=CC=C1)OS(=O)(=O)C(F)(F)F)C vinyl (2R,3S,5R)-3-((N,N-dimethylsulfamoyl)amino)-5-methyl-2-((((1s,4S)-4-(2-(((trifluoromethyl)sulfonyl)oxy)phenyl)cyclohexyl)oxy)methyl)pyrrolidine-1-carboxylate